1-(2-fluorophenyl)ethylamine FC1=C(C=CC=C1)C(C)N